CC1CN(CC(C1)C)C1=CC=CC(=N1)S(=O)(=O)NC(=O)C=1C(=NC=CC1)N1C(CC(C1)C)(C)C N-[[6-(3,5-Dimethyl-1-piperidyl)-2-pyridyl]sulfonyl]-2-(2,2,4-trimethylpyrrolidin-1-yl)pyridin-3-carboxamid